bis(γ-trimethylsilylpropyl)amine C[Si](CCCNCCC[Si](C)(C)C)(C)C